1-cyanoethyl-2-phenyl-4,5-di(cyanoethylmethylene)imidazole C(#N)C(C)N1C(=NC(C1=CCCC#N)=CCCC#N)C1=CC=CC=C1